C(=C)C1OCCO1 2-vinyl-1,3-dioxolane